FC(C1=CC=C(C=C1)N1CCC1)(F)F 1-(4-(trifluoromethyl)phenyl)azetidin